C(C)(C)(C)OC(=O)N[C@H](CC(C(=O)OC(C)(C)C)C)CC1=CC(=C(C=C1)O)[N+](=O)[O-] (4R)-Tert-butyl 4-((tert-butoxycarbonyl) amino)-5-(4-hydroxy-3-nitrophenyl)-2-methyl-pentanoate